(R)-3-(6-methoxypyridin-3-yl)-3-(1-(3-(5,6,7,8-tetrahydro-1,8-naphthyridin-2-yl)propyl)-1H-pyrazol-4-yl)propionic acid COC1=CC=C(C=N1)[C@@H](CC(=O)O)C=1C=NN(C1)CCCC1=NC=2NCCCC2C=C1